[Ru+2].ClC1=CC=C(C=C1)C(C)C chloro(p-isopropylbenzene) ruthenium (II)